(E)-ethyl 3-methoxy-4-(2-(3-methylbut-2-enylideneamino)acetamido)benzoate COC=1C=C(C(=O)OCC)C=CC1NC(C/N=C/C=C(C)C)=O